N,N-bis(trimethylsilyl)octylamine C[Si](N([Si](C)(C)C)CCCCCCCC)(C)C